N-(2-fluoro-4-((7-fluoro-1-methyl-1H-benzo[d]imidazol-5-yl)oxy)-3-methyl-phenyl)-6-(methylsulfinyl)-pyrimido[5,4-d]pyrimidin-4-amine FC1=C(C=CC(=C1C)OC1=CC2=C(N(C=N2)C)C(=C1)F)NC=1C2=C(N=CN1)C=NC(=N2)S(=O)C